(R)-5-cyclopropyl-N2-(1-ethyl-1H-pyrazol-4-yl)-N4-(piperidin-3-yl)-7-((2-(trimethylsilyl)ethoxy)methyl)-7H-pyrrolo[2,3-d]pyrimidine-2,4-diamine C1(CC1)C1=CN(C=2N=C(N=C(C21)N[C@H]2CNCCC2)NC=2C=NN(C2)CC)COCC[Si](C)(C)C